tert-butyl N-[6-[[tert-butoxycarbonyl(2,6-dichloro-3,5-dimethoxy-phenyl)carbamoyl]methyl-amino]pyrimidin-4-yl]-N-[4-(3-ethyl-3,8-diazaspiro[4.4]nonan-8-yl)-2-nitro-phenyl]carbamate C(C)(C)(C)OC(=O)N(C(=O)CNC1=CC(=NC=N1)N(C(OC(C)(C)C)=O)C1=C(C=C(C=C1)N1CCC2(CN(CC2)CC)C1)[N+](=O)[O-])C1=C(C(=CC(=C1Cl)OC)OC)Cl